(1r,2s,3r,5r)-3-(4-chloro-7H-pyrrolo[2,3-d]pyrimidin-7-yl)-5-(hydroxymethyl)-1,5-dimethylcyclopentane-1,2-diol ClC=1C2=C(N=CN1)N(C=C2)[C@H]2[C@@H]([C@@]([C@@](C2)(C)CO)(O)C)O